4-((3'-((2-oxopiperidin-1-yl)methyl)-[1,1'-biphenyl]-4-yl)oxy)-1H-1,2,3-triazole-5-carboxylic acid O=C1N(CCCC1)CC=1C=C(C=CC1)C1=CC=C(C=C1)OC=1N=NNC1C(=O)O